C(=CC1=CC=CC=C1)C=1N=C(N=NC1)C=CC1=CC=CC=C1 distyryl-1,2,4-triazine